COCCN(C1CNCC1)C N-(2-methoxyethyl)-N-methyl-pyrrolidin-3-amine